CN1N=C(C=C1)C1=CC(=CC(=N1)C(=O)NC1CC2(COC2)C1)CC1=CC=C(C=C1)C1=NN(C=C1)C 6-(1-methyl-1H-pyrazol-3-yl)-4-(4-(1-methyl-1H-pyrazol-3-yl)benzyl)-N-(2-oxaspiro[3.3]heptan-6-yl)picolinamide